ClC1=C(C=NO)C(=CC(=N1)Cl)OC 2,6-dichloro-4-methoxynicotinaldehyde oxime